(3-((4-(4-fluoro-2-methyl-1H-indol-5-yloxy)-6-methoxyquinazolin-7-yloxy)methyl)cyclobutyl)aniline FC1=C2C=C(NC2=CC=C1OC1=NC=NC2=CC(=C(C=C12)OC)OCC1CC(C1)NC1=CC=CC=C1)C